2-(1-naphthylmethyl)phenol C1(=CC=CC2=CC=CC=C12)CC1=C(C=CC=C1)O